octyl-salicyl-amide C(CCCCCCC)OC=1C(C(=O)N)=CC=CC1